3-{2-[(3S)-3-{[4-methanesulfonyl-3-(trifluoromethyl)phenoxy]methyl}piperazin-1-yl]ethyl}benzonitrile CS(=O)(=O)C1=C(C=C(OC[C@@H]2CN(CCN2)CCC=2C=C(C#N)C=CC2)C=C1)C(F)(F)F